Acetaldehyde-2,4-dinitrophenylhydrazone [N+](=O)([O-])C1=C(C=CC(=C1)[N+](=O)[O-])NN=CC